monophenyl-trichlorotin C1(=CC=CC=C1)[Sn](Cl)(Cl)Cl